4-amino-7-fluoro-1-methyl-N-(1-(thiazol-4-yl)ethyl)-N-(5-(trifluoromethyl)-2,3-dihydro-1H-inden-1-yl)-1H-pyrazolo[4,3-c]quinolin-8-carboxamide NC1=NC=2C=C(C(=CC2C2=C1C=NN2C)C(=O)N(C2CCC1=CC(=CC=C21)C(F)(F)F)C(C)C=2N=CSC2)F